Ethyl 2-(2-((2-chloro-2'-fluoro-[1,1'-biphenyl]-3-yl)carbamoyl)-7,8-dihydro-1,6-naphthyridin-6(5H)-yl)acetate ClC1=C(C=CC=C1NC(=O)C1=NC=2CCN(CC2C=C1)CC(=O)OCC)C1=C(C=CC=C1)F